FC(CC)F 1,1-difluoropropan